[N+](=O)([O-])C=1C=CC(=C(N)C1)OCCC 5-nitro-2-propoxyaniline